2-(2-((1s,4s)-4-ethynylcyclohexyl)ethoxy)tetrahydro-2H-pyran C(#C)C1CCC(CC1)CCOC1OCCCC1